5-(di-tert-butylphosphinyl)-1',3',5'-triphenyl-1'H-1,4'-bipyrazole C(C)(C)(C)P(=O)(C1=CC=NN1C=1C(=NN(C1C1=CC=CC=C1)C1=CC=CC=C1)C1=CC=CC=C1)C(C)(C)C